4-[[2-fluoro-4-(trifluoromethyl)phenyl]methylamino]-N-methyl-3-(1-methylimidazol-4-yl)benzenesulfonamide FC1=C(C=CC(=C1)C(F)(F)F)CNC1=C(C=C(C=C1)S(=O)(=O)NC)C=1N=CN(C1)C